Ethyl 4-chloro-2-cyano-2-phenylbutanoate ClCCC(C(=O)OCC)(C1=CC=CC=C1)C#N